(R)-isopropyl 2-(2-(((1-(6-(4-methoxybenzamido)-9H-purin-9-yl)propan-2-yl)oxy)methyl)-2-oxo-1,3,2-dioxaphosphinan-5-yl)acetate COC1=CC=C(C(=O)NC2=C3N=CN(C3=NC=N2)C[C@@H](C)OCP2(OCC(CO2)CC(=O)OC(C)C)=O)C=C1